FC1=CC=CC2=C1S(CC1=C2N(N=C1C(=O)N1CCOC2(CC2)C1)C1=CC=C(C=C1)CN1CCOCC1)(=O)=O (6-Fluoro-1-(4-(morpholinomethyl)phenyl)-5,5-dioxo-1,4-dihydrothiochromeno[4,3-c]pyrazol-3-yl)(4-oxa-7-azaspiro[2.5]oct-7-yl)methanone